COC=1C(=NC=CC1C1=NOC(=N1)COC)NC1=C(N=NC(=C1)NC1=NC=CC(=C1)C)C(=O)NC([2H])([2H])[2H] 4-({3-Methoxy-4-[5-(methoxymethyl)-1,2,4-oxadiazol-3-yl]pyridin-2-yl}amino)-N-(2H3)methyl-6-[(4-methylpyridin-2-yl)amino]pyridazin-3-carboxamid